FC1=CC2=C(C(=NO2)C2CCN(CC2)CCCN(C(C2=CC=CC=C2)=O)C(C)C)C=C1 N-[3-[4-(6-fluoro-1,2-benzisoxazol-3-yl)piperidin-1-yl]propyl]-N-isopropylbenzamide